6-chloro-7-(4-(difluoromethyl)-1H-pyrazol-1-yl)-1H-indole ClC1=CC=C2C=CNC2=C1N1N=CC(=C1)C(F)F